8-chloro-5-methoxy-2-methyl-isoquinolin-1-one ClC=1C=CC(=C2C=CN(C(C12)=O)C)OC